O1CCN(CC1)CC1=CC=C(C=N1)B(O)O (6-(morpholinomethyl)pyridin-3-yl)boronic acid